[benzotriazol-1-yloxy]tris(dimethylamino)phosphonium hexafluorophosphate F[P-](F)(F)(F)(F)F.N1(N=NC2=C1C=CC=C2)O[P+](N(C)C)(N(C)C)N(C)C